N1=NC=NC=C1C(=O)O [1,2,4]triazine-6-carboxylic acid